2-(6-{1-[(1R,3S,4S)-2-azabicyclo[2.2.1]heptane-3-carbonyl]pyrrolidin-3-yl}imidazo[1,5-a]pyridin-8-yl)-N-ethyl-5-fluoro-N-(isopropyl)benzamide [C@@H]12N[C@@H]([C@@H](CC1)C2)C(=O)N2CC(CC2)C=2C=C(C=1N(C2)C=NC1)C1=C(C(=O)N(C(C)C)CC)C=C(C=C1)F